CC1(NC(CC1)C)C 2,2-dimethyl-5-methylpyrrolidine